(3R)-1-prop-2-enoylpyrrolidin C(C=C)(=O)N1CCCC1